ClC=1C(=C(C=CC1Cl)O)[C@@H]1CC2=NN=C(N2C1)C(F)(F)F (S)-3,4-dichloro-2-(3-(trifluoromethyl)-6,7-dihydro-5H-pyrrolo[2,1-c][1,2,4]triazol-6-yl)phenol